(3R,5R,8R,9R,10S,13S,14S,17R)-3,13-dimethyl-17-(oxetan-3-yl-3-d)-2,4,5,6,7,8,9,10,11,12,14,15,16,17-tetradecahydro-1H-cyclopenta[a]phenanthren-17-d-3-ol C[C@]1(CC[C@@H]2[C@H]3CC[C@@]4([C@@](CC[C@H]4[C@@H]3CC[C@@H]2C1)([2H])C1(COC1)[2H])C)O